[Cl-].[Cl-].C1(=CC=CC=C1)C(=[Zr+2](C1=C(C=CC=2C3=CC=C(C=C3CC12)C(C)(C)C)C(C)(C)C)C1C=CC=C1)C1=CC(=CC=C1)Cl phenyl(m-chlorophenyl)methylene(cyclopentadienyl)(2,7-di-tert-butylfluorenyl)zirconium dichloride